ClCCCCCOC1=CC=CC(=N1)NC=1C=C2C(=CN=C(C2=CN1)NC)C=1OC2=C(N1)C=C(C=C2)NC N6-[6-(5-chloropentoxy)-2-pyridyl]-N1-methyl-4-[5-(methylamino)-1,3-benzoxazol-2-yl]-2,7-naphthyridine-1,6-diamine